O.OC(C(C(=O)N)N1C(C2(C1)N(CCC2)C(C(C)C)=O)=O)C 3-hydroxy-2-(5-isobutyryl-1-oxo-2,5-diazaspiro[3.4]octan-2-yl)butanamide, monohydrate